BrC=1C=C2C(=NC1)N(N=C2C2=CC=C(C=C2)OC)COCC[Si](C)(C)C 5-bromo-3-(4-methoxyphenyl)-1-((2-(trimethylsilyl)ethoxy)methyl)-1H-pyrazolo[3,4-b]pyridine